N1=CCCC=C1 4h-pyridine